5,6,7,8-tetrahydro-imidazo[1,5-a]pyrazine C=1N=CN2C1CNCC2